7-chloro-2-(3-fluorophenyl)benzofuran-5-carbaldehyde ClC1=CC(=CC=2C=C(OC21)C2=CC(=CC=C2)F)C=O